2-(benzyloxy)-2-methylpropanal C(C1=CC=CC=C1)OC(C=O)(C)C